C=1N=CN2C1C1=CC=CC=C1C2C2C(C(C2)O)O 3-(5H-Imidazo[5,1-a]isoindol-5-yl)cyclobutan-1,2-diol